C(=O)(C=1N=C(NC1)C)C=1N=C(NC1)C carbonyl-bis(2-methylimidazole)